2-hydroxy-4-methyl-5-nitronicotinic acid methyl ester COC(C1=C(N=CC(=C1C)[N+](=O)[O-])O)=O